8-Bromo-N-isobutylquinoxalin-6-amine BrC=1C=C(C=C2N=CC=NC12)NCC(C)C